C(CCCC)=O 1-Pentanal